ClC=1C=C2C=C(NC2=CC1)C(=O)NNC(/C=C/C=1CN(C=CC1)CCCCC)=O (E)-3-(3-(2-(5-chloro-1H-indole-2-carbonyl)hydrazino)-3-oxoprop-1-en-1-yl)-1-pentylpyridine